C(#N)CC(=O)N1C[C@@H](CCC1)NC1=C2C(=NC=C1C(=O)OC)NC=C2 methyl (R)-4-((1-(2-cyanoacetyl)piperidin-3-yl)amino)-1H-pyrrolo[2,3-b]pyridine-5-carboxylate